ClC=1C=C2C(=NC1OC)C(=C(N2C)C2=NC(=NN2)C(C)=O)C=2C=NNC2 1-(5-(6-chloro-5-methoxy-1-methyl-3-(1H-pyrazol-4-yl)-1H-pyrrolo[3,2-b]pyridin-2-yl)-1H-1,2,4-triazol-3-yl)ethan-1-one